FC=1C(=C(C=CC1F)[C@H]1CO[C@]([C@H]1C)(C(F)(F)F)C)C |r| rac-(2R,3S,4S,5R)-3-(3,4-difluoro-2-methylphenyl)-4,5-dimethyl-5-(trifluoromethyl)tetrahydrofuran